methyl (S)-2-bromo-4-(4-(2-(4-(4-chlorophenyl)-2,3,9-trimethyl-6H-thieno[3,2-f][1,2,4]triazolo[4,3-a][1,4]diazepin-6-yl)acetyl)piperazine-1-carbonyl)benzoate BrC1=C(C(=O)OC)C=CC(=C1)C(=O)N1CCN(CC1)C(C[C@H]1C=2N(C3=C(C(=N1)C1=CC=C(C=C1)Cl)C(=C(S3)C)C)C(=NN2)C)=O